tert-butyl 3-{3-chloropyrrolo[3,2-c]pyridazin-5-yl}azetidine-1-carboxylate ClC1=CC2=C(N=N1)C=CN2C2CN(C2)C(=O)OC(C)(C)C